C1(CC1)C1=NNC(=C1)NC1=CC2=C(C(=NO2)NS(=O)(=O)C2=C(C=C(C=C2OC)[C@H]2OCCC2)OC)C=C1OC N-{6-[(3-cyclopropyl-1H-pyrazol-5-yl)amino]-5-methoxy-1,2-benzoxazol-3-yl}-2,6-dimethoxy-4-[(2S)-oxolan-2-yl]benzene-1-sulfonamide